2-(2,3-dihexylcyclopropyl)-2-oxoacetic acid C(CCCCC)C1C(C1CCCCCC)C(C(=O)O)=O